5-Amino-2-(5-fluoropyridin-3-yl)benzenesulfonamide NC=1C=CC(=C(C1)S(=O)(=O)N)C=1C=NC=C(C1)F